1-(2-chloropyridin-3-yl)ethanol ClC1=NC=CC=C1C(C)O